C(C1=CC=CC=C1)N1C(C(CC1)N1C(C2=CC(=CC=C2C1)C1=NC(=NC=C1Cl)NC1CCOCC1)=O)=O 2-(1-benzyl-2-oxopyrrolidin-3-yl)-6-{5-chloro-2-[(oxacyclohex-4-yl)amino]pyrimidin-4-yl}-2,3-dihydro-1H-isoindol-1-one